2-((3-(4-chlorophenylethyl)-1,2,4-oxadiazol-5-yl)methyl)acrylic acid ClC1=CC=C(C=C1)CCC1=NOC(=N1)CC(C(=O)O)=C